ClC1=CC=C(/C=C/C2=NC(=NC=C2)N(C(C)=O)C)C=C1 (E)-N-[4-(4-chlorostyryl)pyrimidin-2-yl]-N-methylacetamide